[O-]S(=O)(=O)C(F)(F)F.FC1=CC(=C(C=C1)N1CCN(CC1)S(=O)(=O)N1C(=[N+](C=C1)C)C)OC 1-(4-(4-fluoro-2-methoxyphenyl)piperazin-1-ylsulfonyl)-2,3-dimethyl-1H-imidazol-3-ium triflate